C(C)OC(CCCC\C=C/C=C)OCC (3Z)-9,9-diethoxy-1,3-nonadiene